C1(CC1)C=1C=NC2=CC=C(C=C2C1)CO (3-cyclopropylquinolin-6-yl)methanol